2-[4-(Azetidin-1-ylmethyl)-2-azabicyclo[2.1.1]hex-2-yl]-N-(5-cyclopentyl-1H-pyrazol-3-yl)pyrimidin-4-amine N1(CCC1)CC12CN(C(C1)C2)C2=NC=CC(=N2)NC2=NNC(=C2)C2CCCC2